(S)-N-(7-chloro-6-(4-((3S,4S)-4-hydroxytetrahydrofuran-3-yl)piperazin-1-yl)isoquinolin-3-yl)-6-oxaspiro[2.5]octane-1-carboxamide ClC1=C(C=C2C=C(N=CC2=C1)NC(=O)[C@H]1CC12CCOCC2)N2CCN(CC2)[C@H]2COC[C@H]2O